BrC=1C=C(C=C2C(N(C(=NC12)C1=CC(=CC=C1)F)C)=O)C 8-bromo-2-(3-fluorophenyl)-3,6-dimethylquinazolin-4(3H)-one